S(=O)(=O)([O-])[O-].[Fe+2].[Na+] sodium-iron sulfate